ClC1=C(C=C(C=C1)F)C1(N(C(C2=C3C(=CC(=C12)C1=C(C(=O)N)C=C(C=C1C(F)(F)F)F)SC=N3)=O)CC3=CC=C(C=C3)OC)O [6-(2-chloro-5-fluorophenyl)-6-hydroxy-7-[(4-methoxyphenyl)methyl]-8-oxo-7,8-dihydro-6H-[1,3]thiazolo[4,5-e]isoindol-5-yl]-5-fluoro-3-(trifluoromethyl)benzamide